1-(2-methoxy-4-methylphenyl)pyrido[3,4-d]pyridazin-4-ol COC1=C(C=CC(=C1)C)C1=C2C(=C(N=N1)O)C=NC=C2